CC1=C(C(=C2C(=N1)CNC2)C)C 2,3,4-trimethyl-6,7-dihydro-5H-pyrrolo[3,4-b]pyridine